FC1=CC=C(C=C1)C=1N=CN2C1C1=CC(=C(C=C1CC2)OC)C=2N=NN(N2)C 1-(4-fluorophenyl)-8-methoxy-9-(2-methyl-2H-tetrazol-5-yl)-5,6-dihydroimidazo[5,1-a]isoquinoline